(3R)-3-amino-5-(4-chlorobenzyl)-8-fluoro-1,1-diketo-7-[5-(trifluoromethoxy)-3-pyridyl]-2,3-dihydro-1λ6,5-benzothiazepin-4-one N[C@H]1CS(C2=C(N(C1=O)CC1=CC=C(C=C1)Cl)C=C(C(=C2)F)C=2C=NC=C(C2)OC(F)(F)F)(=O)=O